1-[4-trifluoromethylphenyl]-3-[3,5-dimethyl-4-tertbutyloxycarbonyl-dimethylmethyloxyphenyl]prop-2-en-1-one FC(C1=CC=C(C=C1)C(C=CC1=C(C(=C(C(=C1)C)C(=O)OC(C)(C)C)C)OC(C)C)=O)(F)F